C(C)OCCOC(COCCOCCOC)=O.O=C1NC2=C(N1[C@@H]1CC[C@H](CC1)NC(CC1=CC=C(C=C1)C(F)(F)F)=O)C=CC=C2 trans-N-(4-(2-oxo-2,3-dihydro-1H-benzo[d]imidazol-1-yl)cyclohexyl)-2-(4-(trifluoromethyl)phenyl)acetamide (ethoxy)ethyl-2-(2-(2-methoxyethoxy)ethoxy)acetate